O=C1NC(CCC1N1C(C2=CC=CC(=C2C1=O)OCCCCCCCCCCCC1CCN(CC1)C1=CC=C(C=C1)NC1=NN2C(C=N1)=CC=C2C=2C=C(C=CC2)NS(=O)(=O)C)=O)=O N-(3-(2-((4-(4-(11-((2-(2,6-dioxopiperidin-3-yl)-1,3-dioxoisoindolin-4-yl)oxy)undecyl)piperidin-1-yl)phenyl)amino)pyrrolo[2,1-f][1,2,4]triazin-7-yl)phenyl)methanesulfonamide